ClC1=CC2=C(N=N1)N(C=C2)CC2OCCCC2 3-chloro-7-[(oxan-2-yl)methyl]-7H-pyrrolo[2,3-c]pyridazine